NC=1C=CC(=C(C1)N1CCS(CC1)(=O)=O)C(F)(F)F 4-(5-amino-2-(trifluoromethyl)phenyl)thiomorpholine-1,1-dioxide